[Pd+2].C(C)(=O)C=1C(=C(C=CC1)P(C1=CC=CC=C1)C1=CC=CC=C1)C(C)=O bis(acetyl)triphenylphosphine palladium (II)